C1(CC1)C1=NC=NC(=C1C=1N=CC2=C(N1)N(C(=C2)C=2OC=CN2)CC2=CC=C(C=C2)C=2N(C=C(N2)C(F)(F)F)C(C)C)OC 2-(2-(4-cyclopropyl-6-methoxypyrimidin-5-yl)-7-(4-(1-isopropyl-4-(trifluoromethyl)-1H-imidazol-2-yl)benzyl)-7H-pyrrolo[2,3-d]pyrimidin-6-yl)oxazole